4-[2-tert-butoxy-6-[2-(trifluoromethyl)phenyl]-4-pyridinyl]-1H-pyrrolo[2,3-b]pyridine C(C)(C)(C)OC1=NC(=CC(=C1)C1=C2C(=NC=C1)NC=C2)C2=C(C=CC=C2)C(F)(F)F